7-bromo-N-methyl-1-((2-(trimethylsilyl)ethoxy)methyl)-1H-pyrazolo[4,3-c]pyridin-4-amine Sodium hydride [H-].[Na+].BrC=1C2=C(C(=NC1)NC)C=NN2COCC[Si](C)(C)C